(4aR,8aS)-6-(3-(2-Fluoro-4-(trifluoromethyl)phenethyl)azetidin-1-carbonyl)hexahydro-2H-pyrido[4,3-b][1,4]oxazin-3(4H)-on FC1=C(CCC2CN(C2)C(=O)N2C[C@@H]3[C@@H](OCC(N3)=O)CC2)C=CC(=C1)C(F)(F)F